tert-Butyl N-[(1R,2R)-1-[[tert-butyl(diphenyl)silyl]oxymethyl]-2-(cyclobutylmethyl)-4-hydroxy-butyl]carbamate [Si](C1=CC=CC=C1)(C1=CC=CC=C1)(C(C)(C)C)OC[C@@H]([C@@H](CCO)CC1CCC1)NC(OC(C)(C)C)=O